ClC1=C(C(=O)N2CCC3(C(N4[C@H](O3)CC[C@H]4C4=C(C=CC=C4)F)=O)CC2)C=C(C=C1)F (5'S,7a'R)-1-(2-chloro-5-fluorobenzoyl)-5'-(2-fluorophenyl)tetrahydro-3'H-spiro[piperidine-4,2'-pyrrolo[2,1-b]oxazol]-3'-one